IC=1C=NN(C1)C(C(=O)NC1=CC=C(C=C1)C(F)(F)F)(C)C 2-(4-iodo-1H-pyrazol-1-yl)-2-methyl-N-(4-(trifluoromethyl)phenyl)propanamide